C[Si](O[Si](C)(C)C)(O[Si](C)(C)C)CCCC(O)C(O)CO methyl-bis(trimethylsiloxy)silylpropyl-glycerol